C(C1=CC=CC=C1)OC=1C(=NC=NC1OCC1=CC=CC=C1)CN1C(N(C(C1)C1=CC=C(C=C1)C#CC1=CC=C(C=C1)CN1CC(CC1)O)C(C)C)=O 1-((5,6-bis(Benzyloxy)pyrimidin-4-yl)methyl)-4-(4-((4-((3-hydroxypyrrolidin-1-yl)methyl)phenyl)ethynyl)phenyl)-3-Isopropylimidazolin-2-one